FC1(CCN(CC1)CC1=CC=C(C=C1)C1=CC=CC=2N1N=C(N2)NC(=O)C2CC2)F Cyclopropanecarboxylic acid {5-[4-(4,4-difluoro-piperidin-1-ylmethyl)-phenyl]-[1,2,4]triazolo[1,5-a]pyridin-2-yl}-amide